Cl.FC1=CC=C(C=C1)C(CN1CCC(CC1)CN1N=CC=C(C1=O)C1=CC=CC=C1)O 2-((1-(2-(4-fluorophenyl)-2-hydroxyethyl)piperidin-4-yl)methyl)-4-phenylpyridazin-3(2H)-one hydrochloride